5-(2-(4-((3-cyano-4-cyclopropylbenzyl)amino)butoxy)ethoxy)benzo[c][2,6]naphthyridine-8-carboxamide C(#N)C=1C=C(CNCCCCOCCOC2=NC3=C(C4=CN=CC=C24)C=CC(=C3)C(=O)N)C=CC1C1CC1